N1(N=NC=C1)C1=CC=C(C=C1)C1=CN=C2C(=N1)N(C=N2)CC2CCCCC2 6-(4-(1H-1,2,3-Triazol-1-yl)phenyl)-1-(cyclohexylmethyl)-1H-imidazo[4,5-b]pyrazin